C(C=C)(=O)N1C[C@@H]2COC3=C(C(N2CC1)=O)C(=NC(=C3F)C3=C(C=CC=C3OC)F)N3C(CC(C3)O)(C)C (6aR)-8-acryloyl-4-fluoro-3-(2-fluoro-6-methoxyphenyl)-1-(4-hydroxy-2,2-dimethylpyrrolidin-1-yl)-6,6a,7,8,9,10-hexahydro-12H-pyrazino[2,1-c]pyrido[3,4-f][1,4]oxazepin-12-one